1-(3-(1-(tert-butyl)-5-((4-fluoro-1,1-dioxido-2,3-dihydrobenzo[d]isothiazol-5-yl)amino)-1H-pyrazol-3-yl)cyclopentyl)-3-isopropylimidazolidin-2-one C(C)(C)(C)N1N=C(C=C1NC=1C=CC2=C(CNS2(=O)=O)C1F)C1CC(CC1)N1C(N(CC1)C(C)C)=O